CC1=NC=C(C=C1C1=C2CCN(C(C2=CC(=C1)CCN(C)CC)=O)[C@@H](C)C1=NC=C(C#N)C(=C1)OCC)C (S)-6-(1-(5-(2,5-dimethylpyridin-3-yl)-7-(2-(ethyl(methyl)amino)ethyl)-1-oxo-3,4-dihydroisoquinolin-2(1H)-yl)ethyl)-4-ethoxynicotinonitrile